N-[3-({[2-({4-[(3,3-difluoropyrrolidin-1-yl)carbonyl]phenyl}amino)-5-(trifluoromethyl)pyrimidin-4-yl]amino}methyl)pyridin-2-yl]-N-methylmethane-sulfonamide FC1(CN(CC1)C(=O)C1=CC=C(C=C1)NC1=NC=C(C(=N1)NCC=1C(=NC=CC1)N(S(=O)(=O)C)C)C(F)(F)F)F